methyl (1S,2S)-2-(((6-(4-((6-(cyclopent-1-en-1-yl)pyrazin-2-yl)amino)-3-methylisoxazol-5-yl)-2-methylpyridin-3-yl)oxy)methyl)cyclohexane-1-carboxylate C1(=CCCC1)C1=CN=CC(=N1)NC=1C(=NOC1C1=CC=C(C(=N1)C)OC[C@@H]1[C@H](CCCC1)C(=O)OC)C